C(CC)N1C=[N+](C2=C1C(C1=CC=CC=C1C2=NO)=O)C (E)- or (Z)-1-propyl-4-(hydroxyimino)-3-methyl-9-oxo-4,9-dihydro-1H-Naphtho[2,3-d]imidazole-3-ium